6-(2,6-dichloro-4-nitro-phenoxy)-1H-quinolin-2-one ClC1=C(OC=2C=C3C=CC(NC3=CC2)=O)C(=CC(=C1)[N+](=O)[O-])Cl